4-[[(2S,3R,4R,5S)-3-(3,4-Difluoro-2-methoxy-phenyl)-4,5-dimethyl-5-(trifluoromethyl)tetrahydrofuran-2-carbonyl]amino]-6-methyl-pyridin-2-carboxamid FC=1C(=C(C=CC1F)[C@@H]1[C@H](O[C@@]([C@@H]1C)(C(F)(F)F)C)C(=O)NC1=CC(=NC(=C1)C)C(=O)N)OC